thiodiethylene bis(3,5-di(tert-butyl)-4-hydroxyhydrocinnamate) C(C)(C)(C)C=1C=C(CCC(=O)OCCSCCOC(CCC2=CC(=C(C(=C2)C(C)(C)C)O)C(C)(C)C)=O)C=C(C1O)C(C)(C)C